8'-methyl-1',1'-dioxidospiro[piperidine-4,4'-pyrido[2,3-b][1,4,5]oxathiazepin] CC1=CC2=C(OC3(C=NS2(=O)=O)CCNCC3)N=C1